2-{5-[(1S)-1-aminoethyl]-3-methyl-1H-1,2,4-triazol-1-yl}-1,3-thiazole-5-carboxylic acid methyl ester hydrochloride Cl.COC(=O)C1=CN=C(S1)N1N=C(N=C1[C@H](C)N)C